C(#N)C12CC(C1)(C2)C=2N=C1N(C=C(C(=C1)OC(C)C)C(=O)NC=1C(N(C=CC1)C1CC1)=O)C2 2-(3-cyanobicyclo[1.1.1]pentan-1-yl)-N-(1-cyclopropyl-2-oxo-1,2-dihydropyridin-3-yl)-7-isopropoxyimidazo[1,2-a]pyridine-6-carboxamide